5-(3-(trans-4-(3-bromopropyl)cyclohexyl)-4,4-dimethyl-5-oxo-2-thioxoimidazolidin-1-yl)-3-chloropyridinecarbonitrile BrCCC[C@@H]1CC[C@H](CC1)N1C(N(C(C1(C)C)=O)C=1C=C(C(=NC1)C#N)Cl)=S